Cl.FC=1C(=CC=2C3=C(C=NC2C1)N(C(C31CC1)=O)C)C=1C=C(C(=NC1)N1CCN(CC1)C)NS(=O)(=O)C1=CC=CC=C1 N-(5-(7'-Fluoro-3'-methyl-2'-oxo-2',3'-dihydrospiro[cyclopropane-1,1'-pyrrolo[2,3-c]quinolin]-8'-yl)-2-(4-methylpiperazin-1-yl)Pyridin-3-yl)benzenesulfonamide hydrochloride